(R)-benzyl 3-(1H-benzo[d]imidazole-5-carboxamido)-2-(((benzyloxy) carbonyl)amino)propanoate N1C=NC2=C1C=CC(=C2)C(=O)NC[C@H](C(=O)OCC2=CC=CC=C2)NC(=O)OCC2=CC=CC=C2